trioctyl-aluminum C(CCCCCCC)[Al](CCCCCCCC)CCCCCCCC